2,2-bis(4-aminocyclohexyl)-propane NC1CCC(CC1)C(C)(C)C1CCC(CC1)N